METHACRYLIC ANHYDRIDE C(C(=C)C)(=O)OC(C(=C)C)=O